6-(3-methoxy-2-methylphenyl)-2-(pyrimidin-2-yl)-[1,2,4]triazolo[4,3-a]pyridin-3(2H)-one COC=1C(=C(C=CC1)C=1C=CC=2N(C1)C(N(N2)C2=NC=CC=N2)=O)C